Benzyl (S)-4-(5-(5-bromo-3-(3-((tert-Butyldiphenylsilyl)oxy)-2,2-dimethylpropyl)-1H-indol-2-Yl)-6-(1-methoxyethyl)pyridin-3-Yl)Piperazine-1-Carboxylate BrC=1C=C2C(=C(NC2=CC1)C=1C=C(C=NC1[C@H](C)OC)N1CCN(CC1)C(=O)OCC1=CC=CC=C1)CC(CO[Si](C1=CC=CC=C1)(C1=CC=CC=C1)C(C)(C)C)(C)C